FC=1C=C2C(=CC=NC2=CC1OC)N1CCC2=CC(=CC=C12)NS(=O)(=O)N N-(1-(6-fluoro-7-methoxyquinolin-4-yl)indolin-5-yl)sulfamide